C(C)[C@H]1C(N[C@@H](C(NCC[C@@](C(N[C@H](C(N1)=O)CNC1=NC=CC=C1)=O)(C)NC(C(C)C)=O)=O)C1=CC=CC=C1)=O N-((3R,6S,9S,12R)-6-ethyl-12-methyl-2,5,8,11-tetraoxo-3-phenyl-9-((pyridin-2-ylamino)methyl)-1,4,7,10-tetraazacyclotetradecan-12-yl)isobutyramide